N1C(=NC2=C1C=CC=C2)C2=CC=C(C(=O)NO)C=C2 4-(1H-benzo[d]imidazol-2-yl)-N-hydroxybenzoamide